9-hydroxy-octadecatrienoic acid OC(CC=CC=CC=CC(=O)O)CCCCCCCCC